3-((R)-fluoro(4-phenyl-4H-1,2,4-triazol-3-yl)methyl)oxetan F[C@H](C1COC1)C1=NN=CN1C1=CC=CC=C1